C1(=C(C(=CC=C1)C(=O)OC)C(=O)OC)C=CC1=CC=CC=C1 dimethyl stilbenedicarboxylate